C(C1=CC=CC=C1)C1=CC=CC2=C1C(=C(O2)C2=CC=CC=C2)C(=O)N benzyl-2-phenyl-benzofuran-3-carboxamide